C(#C)C=1SC=C(N1)NC(=O)N[C@@H](CO)C1=NC=C(C=C1)N1CCCCC1 (R)-1-(2-ethynylthiazol-4-yl)-3-(2-hydroxy-1-(5-(piperidin-1-yl)pyridin-2-yl)-ethyl)urea